tert-Butyl N-[(2R)-2-hydroxy-2-phenyl-ethyl]carbamate O[C@@H](CNC(OC(C)(C)C)=O)C1=CC=CC=C1